propenoat C(C=C)(=O)[O-]